FC=1C=C(CC=2C=CC(=NC2)NC(=O)C2=NN(C(C=C2)=O)C(C)C)C=CC1 N-(5-(3-fluorobenzyl)pyridin-2-yl)-1-isopropyl-6-oxo-1,6-dihydropyridazine-3-carboxamide